(S)-4-ethyl-4-hydroxy-10-(piperazin-1-ylmethyl)-1,12-dihydro-14H-pyrano[3',4':6,7]indolizino[1,2-b]quinoline-3,14(4H)-dione C(C)[C@]1(C(OCC=2C(N3CC=4C(=NC=5C=CC=C(C5C4)CN4CCNCC4)C3=CC21)=O)=O)O